(Z)-2-(2-methoxy-2',4',6'-trimethyl-[1,1'-biphenyl]-3-yl)acetaldehyde oxime COC1=C(C=CC=C1C\C=N/O)C1=C(C=C(C=C1C)C)C